2,2-Dimethylcyclobutanecarboxylic acid benzyl ester C(C1=CC=CC=C1)OC(=O)C1C(CC1)(C)C